C(C)(=O)C1=NN(C2=CC=C(C=C12)C1=C2N(N=C1)CCC2)CC(=O)N2[C@@H](C[C@H](C2)F)C(=O)NC2=NC(=CC=C2)Br (2S,4R)-1-(2-(3-Acetyl-5-(5,6-dihydro-4H-pyrrolo[1,2-b]pyrazol-3-yl)-1H-indazol-1-yl)acetyl)-N-(6-bromopyridin-2-yl)-4-fluoropyrrolidine-2-carboxamide